[H-].[Na+].S(O)(O)(=O)=O sulfuric acid Sodium hydride